(2R)-N-((R)-(3-chloro-2,4-difluorophenyl)(5-fluoro-6-(2,2,2-trifluoroethoxy)pyridin-3-yl)methyl)-2-methyl-3-oxopiperazine-1-carboxamide ClC=1C(=C(C=CC1F)[C@H](NC(=O)N1[C@@H](C(NCC1)=O)C)C=1C=NC(=C(C1)F)OCC(F)(F)F)F